(R)-5-Amino-7-cyclobutyl-N-(1,1-dioxido-2,3-dihydrothiophen-3-yl)-2-oxo-1,2-dihydroquinoline-3-carboxamide NC1=C2C=C(C(NC2=CC(=C1)C1CCC1)=O)C(=O)N[C@H]1CS(C=C1)(=O)=O